(2S)-1-[({4-[(2R)-4-[2-chloro-4-(trifluoromethyl)benzoyl]-2-ethylpiperazin-1-yl]-2'-ethoxy-[1,1'-biphenyl]-3-yl}methyl)amino]propan-2-ol ClC1=C(C(=O)N2C[C@H](N(CC2)C2=C(C=C(C=C2)C2=C(C=CC=C2)OCC)CNC[C@H](C)O)CC)C=CC(=C1)C(F)(F)F